C(C)N1CCN(CC1)CCCOC(NC1CCCC=2C=CC=NC12)=O (3-(4-ethylpiperazin-1-yl)propyl)(5,6,7,8-tetrahydroquinolin-8-yl)carbamate